N-((2-hydroxy-1H-indol-3-yl)imino)-2-phenylacetamide OC=1NC2=CC=CC=C2C1N=NC(CC1=CC=CC=C1)=O